1-(pyridin-3-yl)piperidin-3-amine hydrochloride Cl.N1=CC(=CC=C1)N1CC(CCC1)N